tert-Butyl((1-(5-((5-chloro-2-methyl-4-oxo-3,4-dihydroquinazolin-6-yl)thio)pyrazin-2-yl)-4-methylpiperidin-4-yl)methyl)carbamate C(C)(C)(C)OC(NCC1(CCN(CC1)C1=NC=C(N=C1)SC=1C(=C2C(NC(=NC2=CC1)C)=O)Cl)C)=O